((R)-2-azido-3,3-difluoropropoxy)-tert-butyldimethylsilane N(=[N+]=[N-])[C@H](CO[Si](C)(C)C(C)(C)C)C(F)F